(Z)-3-[3-[3,5-bis(trifluoromethyl)phenyl]-1,2,4-triazol-1-yl]-N'-pyridin-2-ylprop-2-enehydrazide FC(C=1C=C(C=C(C1)C(F)(F)F)C1=NN(C=N1)\C=C/C(=O)NNC1=NC=CC=C1)(F)F